ethyl (R)-4-methyl-2-((4-(trifluoromethoxy)phenyl)sulfonamido)hexanoate CC(C[C@H](C(=O)OCC)NS(=O)(=O)C1=CC=C(C=C1)OC(F)(F)F)CC